BrC1=C(C=C2C(N(C=NC2=C1)CC(F)(F)F)=O)O 7-bromo-6-hydroxy-3-(2,2,2-trifluoroethyl)quinazolin-4(3H)-one